1,3,8-trihydroxy-7-(trifluoromethoxy)benzofuro[3,2-b]chromen-5-ium OC1=C2C=C3C(=[O+]C2=CC(=C1)O)C1=C(O3)C=C(C(=C1)OC(F)(F)F)O